C1(CCCCC1)NCCCCS(=O)(=O)[O-].[Na+] sodium 4-(cyclohexylamino)-1-butanesulfonate